5-(2-((2R,5S)-2-(4-aminophenyl)-5-methylpiperidin-1-yl)-2-oxoacetamido)nicotinamide NC1=CC=C(C=C1)[C@@H]1N(C[C@H](CC1)C)C(C(=O)NC=1C=NC=C(C(=O)N)C1)=O